(E)-3-(4-(((1-(4-(4-Cyano-3-fluorophenyl)-3-fluoro-5-(4-hydroxy-3-methoxyphenyl)pyridin-2-yl)piperidin-4-yl)amino)methyl)phenyl)-N-hydroxyacrylamide formate C(=O)O.C(#N)C1=C(C=C(C=C1)C1=C(C(=NC=C1C1=CC(=C(C=C1)O)OC)N1CCC(CC1)NCC1=CC=C(C=C1)/C=C/C(=O)NO)F)F